C(#N)/C(/C(=O)NC(OCC)=O)=N/NC1=CC(=C(C(=C1)Cl)OC=1C=C2C=CN(C2=CC1)S(=O)(=O)C1=CC=C(C)C=C1)Cl ethyl (Z)-(2-cyano-2-(2-(3,5-dichloro-4-((1-tosyl-1H-indol-5-yl)oxy)phenyl)hydrazineylidene)acetyl)carbamate